3-(trifluoromethyl)pyrazolo[1,5-a]pyrazine FC(C=1C=NN2C1C=NC=C2)(F)F